CC1=NN=C(S1)C(=O)O 5-methyl-1,3,4-thiadiazole-2-carboxylic acid